FC(C1=NC(=NO1)C=1C=CC=2N(C1)C=C(N2)CNC(CCC)=O)(F)F N-((6-(5-(trifluoromethyl)-1,2,4-oxadiazol-3-yl)imidazo[1,2-a]pyridin-2-yl)methyl)butyramide